ethyl 2-(trideuteriomethoxymethyl)pyrazolo[1,5-a]pyrimidine-7-carboxylate [2H]C(OCC1=NN2C(N=CC=C2C(=O)OCC)=C1)([2H])[2H]